5-chloro-2-(trifluoromethyl)quinoline ClC1=C2C=CC(=NC2=CC=C1)C(F)(F)F